2-(1,3-dimethyl-2,4-dioxo-1,2,3,4-tetrahydrothieno[2,3-D]pyrimidin-5-yl)acetamide CN1C(N(C(C2=C1SC=C2CC(=O)N)=O)C)=O